OC1=C(CNC(C)=O)C(=C(C(=C1O)O)CNC(C)=O)C(=O)O N-(2,3,4-trihydroxy-5-acetamidomethyl-6-carboxybenzyl)acetamide